6,7-difluoro-1H-benzimidazol FC=1C=CC2=C(NC=N2)C1F